hexyl thiolactate C(C(O)C)(=S)OCCCCCC